ClC1=CC=2N=C3N(CCN(C3)C(CCOCCC)=O)C2N=C1 1-(3-(3-chloro-8,9-dihydropyrido[3',2':4,5]imidazo[1,2-a]pyrazin-7(6H)-yl)-3-oxopropoxy)propan